The molecule is a sphingomyelin obtained by formal condensation of the carboxy group of docosanoic acid with the amino group of 14-methylhexadecasphinganine-1-phosphocholine. It is a metabolite of the nematode Caenorhabditis elegans. It has a role as a Caenorhabditis elegans metabolite. It derives from a docosanoic acid. CCCCCCCCCCCCCCCCCCCCCC(=O)N[C@@H](COP(=O)([O-])OCC[N+](C)(C)C)[C@@H](CCCCCCCCCCC(C)CC)O